t-butyl (2-(2-(2-((2-oxo-2H-chromen-7-yl)oxy)ethoxy)ethoxy)ethyl)carbamate O=C1OC2=CC(=CC=C2C=C1)OCCOCCOCCNC(OC(C)(C)C)=O